FC(OC1=C(C=C(C=C1)S(=O)(=O)C=1N=CN(C1)C)C1=NN(C=C1NC(=O)C=1C=NN2C1N=CC=C2)C)F N-[3-[2-(difluoromethoxy)-5-(1-methylimidazol-4-yl)sulfonyl-phenyl]-1-methyl-pyrazol-4-yl]pyrazolo[1,5-a]pyrimidine-3-carboxamide